FC=1C(=C(C=CC1N1CC2=C(CCC1)C=C(C=C2)F)NC(CC(C)(C)C)=O)C N-(3-fluoro-4-(7-fluoro-1,3,4,5-tetrahydro-2H-benzo[c]azepin-2-yl)-2-methylphenyl)-3,3-dimethylbutanamide